BrCC1(CN(C1)C(=O)OC(C)(C)C)CBr tert-butyl 3,3-bis(bromomethyl)-azetidine-1-carboxylate